2-[(4-{5-[(3-chloro-2-methylphenoxy)methyl]furan-2-carbonyl}piperazin-1-yl)methyl]-1-{[(2S)-oxetan-2-yl]methyl}-1H-1,3-benzodiazole-6-carboxylic acid ClC=1C(=C(OCC2=CC=C(O2)C(=O)N2CCN(CC2)CC2=NC3=C(N2C[C@H]2OCC2)C=C(C=C3)C(=O)O)C=CC1)C